3-(5-(2-(4-((S)-2-(2-hydroxyphenyl)-5,6,6a,7,9,10-hexahydro-8H-pyrazino[1',2':4,5]pyrazino[2,3-c]pyridazin-8-yl)piperidin-1-yl)ethoxy)-1-oxoisoindolin-2-yl)piperidine-2,6-dione OC1=C(C=CC=C1)C=1C=C2C(=NN1)NC[C@@H]1N2CCN(C1)C1CCN(CC1)CCOC=1C=C2CN(C(C2=CC1)=O)C1C(NC(CC1)=O)=O